N-hydroxy-2-(2-(((2-phenylcyclopropyl)amino)methyl)-5,6-dihydroimidazo[1,2-a]pyrazin-7(8H)-yl)pyrimidine-5-carboxamide TFA Salt OC(=O)C(F)(F)F.ONC(=O)C=1C=NC(=NC1)N1CC=2N(CC1)C=C(N2)CNC2C(C2)C2=CC=CC=C2